tert-butyl (S)-(3-methoxy-1-oxo-1-((4-(1-(phenylsulfonyl)-1H-pyrrolo[2,3-b]pyridin-4-yl)phenyl)amino)propan-2-yl)carbamate COC[C@@H](C(NC1=CC=C(C=C1)C1=C2C(=NC=C1)N(C=C2)S(=O)(=O)C2=CC=CC=C2)=O)NC(OC(C)(C)C)=O